BrC1=CC2=C(C(N(C2)CC2=CC=C(C=C2)OC)=O)S1 2-bromo-5-[(4-methoxyphenyl)methyl]-4H-thieno[2,3-c]pyrrol-6-one